(3S)-7-((S)-4-acryloyl-2-methylpiperazin-1-yl)-9-chloro-10-(5-chloro-2,4-difluorophenyl)-3-((4-(2,2-difluoroethyl)piperazin-1-yl)methyl)-2H-[1,4]thiazino[2,3,4-ij]quinazolin-5(3H)-one C(C=C)(=O)N1C[C@@H](N(CC1)C1=NC(N2C3=C(C(=C(C=C13)Cl)C1=C(C=C(C(=C1)Cl)F)F)SC[C@@H]2CN2CCN(CC2)CC(F)F)=O)C